2-(4-(5-chloro-2-(1H-tetrazol-1-yl)phenyl)-2,5-dioxopiperazin-1-yl)-N-(3-fluorophenyl)-3-phenylpropanamide ClC=1C=CC(=C(C1)N1CC(N(CC1=O)C(C(=O)NC1=CC(=CC=C1)F)CC1=CC=CC=C1)=O)N1N=NN=C1